CN(CCOC=COCCN(C)C)C 1,2-bis(2-dimethylaminoethoxy)ethaneN